N1(CCCCC1)CC1OC(=NOC1)C(C)NCC=1C=NC=CC1 (5-(piperidin-1-ylmethyl)-5,6-dihydro-1,4,2-dioxazin-3-yl)-N-(pyridin-3-ylmethyl)ethan-1-amine